3-[(1R)-1-(2-chlorophenyl)ethoxy]-5-(4,4,5,5-tetramethyl-1,3,2-dioxaborolan-2-yl)pyridin-2-amine ClC1=C(C=CC=C1)[C@@H](C)OC=1C(=NC=C(C1)B1OC(C(O1)(C)C)(C)C)N